7-isopropyl-2-(methylsulfanyl)imidazo[4,3-f][1,2,4]triazine C(C)(C)C1=NC=C2C=NC(=NN21)SC